C(#N)C1=CC=C(C=C1)C=O 4-cyanophenylformaldehyde